3-(6,7-dihydro-5H-cyclopenta[c]pyridin-5-yloxy)-5-(2,5-dimethyl-1,2,3,4-tetrahydroisoquinolin-7-yl)pyrazin-2-amine C1=NC=CC2=C1CCC2OC=2C(=NC=C(N2)C2=CC(=C1CCN(CC1=C2)C)C)N